NC(CC(=O)O)C(NC(C(=O)OC)C(=O)OC1CC(CCC1)C)=O 3-Amino-3-({1-methoxy-3-[(3-methylcyclohexyl)oxy]-1,3-dioxopropan-2-yl}carbamoyl)propanoic acid